OP1(OC(CC(S1)C1=CC=CC=C1)C1=CC=CC=C1)=O 2-hydroxy-4,6-diphenyl-1,3,2-oxathiaphosphinane 2-oxide